COC1=NN(C=C1C(=O)NC1=NC(=CC=C1)C1=NN=C2N1CCN(C2)C)C2=NC=CC=C2 3-methoxy-N-(6-(7-methyl-5,6,7,8-tetrahydro-[1,2,4]triazolo[4,3-a]pyrazin-3-yl)pyridin-2-yl)-1-(pyridin-2-yl)-1H-pyrazole-4-carboxamide